(E)-3-methoxy-4-(pent-3-en-1-yloxy)benzaldehyde COC=1C=C(C=O)C=CC1OCC\C=C\C